2-(2,6-dioxopiperidin-3-yl)-5-(prop-2-en-1-yloxy)isoindole-1,3-dione O=C1NC(CCC1N1C(C2=CC=C(C=C2C1=O)OCC=C)=O)=O